CCCCCCCCCCCCCCC(C(C(C(C(C(F)(F)F)(F)F)(F)F)(F)F)(F)F)(F)F 1-(perfluoro-n-hexyl)tetradecane